2-(tert-butyl)-1'-(7-methyl-1H-indole-5-carbonyl)-5H-spiro[benzo[d]thiazole-6,4'-piperidin]-4(7H)-one C(C)(C)(C)C=1SC2=C(N1)C(CC1(CCN(CC1)C(=O)C=1C=C3C=CNC3=C(C1)C)C2)=O